P(=O)(O)(OP(=O)(O)O)O[C@@H](C=O)[C@@H](O)[C@H](O)[C@H](O)C(=O)[O-] diphosphoglucuronate